ethyl 2-[[3-amino-1-(3-chlorophenyl)propyl]amino]-6-(5,6-dimethoxybenzimidazol-1-yl)pyridine-3-carboxylate NCCC(C1=CC(=CC=C1)Cl)NC1=NC(=CC=C1C(=O)OCC)N1C=NC2=C1C=C(C(=C2)OC)OC